2,2-dimethyl-3-(4-(7-morpholino-5-(3-phenyl-1H-pyrazol-1-yl)furo[3,2-b]pyridine-2-yl)-1H-pyrazol-1-yl)propyl acetate C(C)(=O)OCC(CN1N=CC(=C1)C1=CC2=NC(=CC(=C2O1)N1CCOCC1)N1N=C(C=C1)C1=CC=CC=C1)(C)C